3-((7-((2S,4R)-4-Amino-2-phenylpiperidine-1-carbonyl)-10-fluoro-7-azaspiro[4.5]decan-10-yl)methyl)-6-phenylPyrimidin-4(3H)-one N[C@H]1C[C@H](N(CC1)C(=O)N1CC2(CCCC2)C(CC1)(F)CN1C=NC(=CC1=O)C1=CC=CC=C1)C1=CC=CC=C1